COC1=CC(=C2C=C(C(N(C2=C1)C)=O)C)N1CCNC2=CC(=C(C=C12)C#N)C=1C=NN(C1)C 4-(7-methoxy-1,3-dimethyl-2-oxo-1,2-dihydroquinolin-5-yl)-7-(1-methyl-1H-pyrazol-4-yl)-1,2,3,4-tetrahydroquinoxaline-6-carbonitrile